C(#N)C(C(=O)N)=CN(C)C cyano-3-(dimethylamino)acrylamide